C(C)(C)C1(C=CC=C1)[Ti](N(C)CC)(N(C)CC)N(CC)C (isopropyl-cyclopentadienyl)tris(methylethylamino)titanium